aminoethylsulfonyl-amino-β-alanine NCCS(=O)(=O)N(CCC(=O)O)N